Cl.OCCNCC=1C=CC(=NC1)C(=O)NC1=C(C(=CC=C1)C1=C(C(=CC=C1)NC(=O)C1=NC=C(C=C1)CNCCO)C)C 5-[(2-hydroxyethylamino)methyl]-N-[3-[3-[[5-[(2-hydroxyethylamino)methyl]pyridine-2-carbonyl]amino]-2-methyl-phenyl]-2-methyl-phenyl]pyridine-2-carboxamide hydrochloride salt